COCC1=NN=CO1 5-(methoxymethyl)-1,3,4-oxadiazole